C(C)(=O)O[C@@H]1[C@H](O[C@H]([C@@H]1OC(C)=O)N1N=CC=2C1=NC(=CC2Cl)Cl)COC(C)=O (2R,3R,4R,5R)-2-(Acetoxymethyl)-5-(4,6-dichloro-1H-pyrazolo[3,4-b]pyridin-1-yl)tetrahydrofuran-3,4-diyl diacetate